ethyl carbamate (ethylcarbamate) C(C)NC(O)=O.C(N)(OCC)=O